methyl 2-[3-chloro-4-[(3R,4R)-6-[2,6-dichloro-4-(3-methoxy-3-oxo-propyl)phenoxy]-3,4-dihydroxy-hexoxy]anilino]benzoate ClC=1C=C(NC2=C(C(=O)OC)C=CC=C2)C=CC1OCC[C@H]([C@@H](CCOC1=C(C=C(C=C1Cl)CCC(=O)OC)Cl)O)O